5-(methylthio)-3-phenyl-1H-pyrazole CSC1=CC(=NN1)C1=CC=CC=C1